CC1=CC=CC2=C1N=C(S2)NC(COC2=C(OC1=CC=CC=C1C2=O)C2=CC=CC=C2)=O N-(4-methylbenzo[d]thiazol-2-yl)-2-((4-oxo-2-phenyl-4H-chromen-3-yl)oxy)acetamide